1-(3-chloro-2-((3-fluoro-4-methoxybenzyl) carbamoyl)-6-(4H-1,2,4-triazol-4-yl) phenoxy)-2-methylpropan-2-ylcarbamate ClC=1C(=C(OCC(C)(C)NC([O-])=O)C(=CC1)N1C=NN=C1)C(NCC1=CC(=C(C=C1)OC)F)=O